7-hydroxy-5-oxo-4H-pyrazolo[1,5-a]pyrimidine-3-carboxylic acid ethyl ester C(C)OC(=O)C=1C=NN2C1NC(C=C2O)=O